Dimethyl 3-methyl-9-oxo-2,4-bis(thiazol-4-yl)-7-(pyridin-2-ylmethyl)-3,7-diazabicyclo[3.3.1]nonane-1,5-dicarboxylate CN1C(C2(CN(CC(C1C=1N=CSC1)(C2=O)C(=O)OC)CC2=NC=CC=C2)C(=O)OC)C=2N=CSC2